di(3,4-epoxy cyclohexylmethyl)hexanedioate C1(CC2C(CC1)O2)COC(CCCCC(=O)OCC2CC1C(CC2)O1)=O